COC(=O)C1(CC1)C1=CC=C(C=C1)CCC(=O)O 3-(4-(1-(methoxycarbonyl)cyclopropyl)phenyl)propionic acid